1,3-di-tert-butylimidazolium-2-carboxylate C(C)(C)(C)N1C(=[N+](C=C1)C(C)(C)C)C(=O)[O-]